(Rac)-4-(2-(2-oxo-4-(((S)-1-(pyridin-2-yl)ethyl)amino)-1,2-dihydroquinolin-3-yl)-1H-benzo[d]imidazol-6-yl)morpholine-2-carboxylic acid O=C1NC2=CC=CC=C2C(=C1C1=NC2=C(N1)C=C(C=C2)N2C[C@@H](OCC2)C(=O)O)N[C@@H](C)C2=NC=CC=C2 |&1:22|